C(O)(O)=O.N1(C=NC=C1)C(=O)[K] (1H-imidazole-1-carbonyl)Potassium carbonate